3-(1,3-dimethylpyrazol-4-yl)-6-(6-methoxy-2,5-dimethyl-pyrimidin-4-yl)-7,8-dihydro-5H-1,6-naphthyridine CN1N=C(C(=C1)C=1C=NC=2CCN(CC2C1)C1=NC(=NC(=C1C)OC)C)C